cis-benzyl (5-(3-hydroxycyclopentyl)-1H-pyrazol-3-yl)carbamate O[C@H]1C[C@H](CC1)C1=CC(=NN1)NC(OCC1=CC=CC=C1)=O